COC1=C(CN2N=NC(=C2)CC(C(=O)N)=CC2=CC=CC=C2)C=CC=C1 ((1-(2-methoxybenzyl)-1H-1,2,3-triazol-4-yl)methyl)cinnamamide